BrC1=CC(=C(C(=C1)F)[C@H]1N([C@@H](CC2=CC(=CC=C12)O)C)C1=C(C=C(C=C1)F)F)F (1s,3r)-1-(4-bromo-2,6-difluorophenyl)-2-(2,4-difluorophenyl)-3-methyl-1,2,3,4-tetrahydroisoquinolin-6-ol